C1(=CC=CC=C1)C1=CC(NC=N1)=O 6-phenyl-pyrimidin-4-one